(S)-N-(5-(2-acetamidoimidazo[1,2-b]pyridazin-6-yl)-2-methoxypyridin-3-yl)-3-phenylisooxazolidine-2-carboxamide C(C)(=O)NC=1N=C2N(N=C(C=C2)C=2C=C(C(=NC2)OC)NC(=O)N2OCC[C@H]2C2=CC=CC=C2)C1